O[C@@H](CC1=NC=CC=C1NC(OC(C)(C)C)=O)CO tert-butyl (S)-(2-(2,3-dihydroxypropyl)pyridin-3-yl)carbamate